[Li].CC1=CC=C(C=C1)C1=CC=C(C=C1)C L-4,4'-dimethylbiphenyl lithium